(S)-6-((3-(6-chloropyridin-3-yl)-5-cyclopropylisoxazol-4-yl)methoxy)-N-(tetrahydrofuran-3-yl)pyridazine-3-carboxamide ClC1=CC=C(C=N1)C1=NOC(=C1COC1=CC=C(N=N1)C(=O)N[C@@H]1COCC1)C1CC1